ClC1=C(C=C(CNC2CC3=C(C=CC(=C3CC2)OC)OC)C=C1)C N-(4-chloro-3-methylbenzyl)-5,8-dimethoxy-1,2,3,4-tetrahydronaphthalen-2-amine